CN1CC2CNCC2C1 2-methyl-octahydro-pyrrolo[3,4-c]pyrrole